anti-Biotine OC(=O)CCCC[C@@H]1SC[C@@H]2NC(=O)N[C@H]12